methylumbelliferone COC1=CC2=C(C=C1)C=CC(=O)O2